(5R)-3-[[2-(1,1-Difluoroethyl)-5-[3-(difluoromethoxy)-4-fluoro-phenyl]-3-pyridyl]methyl]-5-methyl-oxazolidin-2-one FC(C)(F)C1=NC=C(C=C1CN1C(O[C@@H](C1)C)=O)C1=CC(=C(C=C1)F)OC(F)F